C1(C(CC(CC1)CCC(=O)[O-])CCC(=O)[O-])CCC(=O)[O-] cyclohexane-1,2,4-tripropionate